BrC1=CC=C(C=C1)C12CNCC2C1 1-(4-bromophenyl)-3-azabicyclo[3.1.0]Hexane